(S)-5-bromo-2-(3-((5-chloropyridin-2-yl)thio)pyrrolidin-1-yl)benzaldehyde BrC=1C=CC(=C(C=O)C1)N1C[C@H](CC1)SC1=NC=C(C=C1)Cl